tert-butyl (s)-(1-(3-chloro-5-((quinoxalin-6-ylmethyl)amino)pyridin-4-yl)pyrrolidin-3-yl)carbamate ClC=1C=NC=C(C1N1C[C@H](CC1)NC(OC(C)(C)C)=O)NCC=1C=C2N=CC=NC2=CC1